ClC(OC1=C(C=C(C=C1)Cl)C)=S O-(4-chloro-2-methyl-phenyl) chloromethanethioate